C(C)(=O)NC1=CC2=C(C=N1)C1(CN2C2=NC(=NC(=C2)C)C(C(=O)OCC)(F)F)CC1 Ethyl 2-(4-(6'-acetamido spiro[cyclopropane-1,3'-pyrrolo[3,2-c]pyridine]-1'(2'h)-yl)-6-methylpyrimidin-2-yl)-2,2-difluoroacetate